7-chloro-6-hydroxy-1-benzothiophene-3-carboxylate ClC1=C(C=CC=2C(=CSC21)C(=O)[O-])O